N(=O)N(O)C1=CC=CC=C1 (N-nitroso)N-phenylhydroxylamine